methyl ((2S)-1-(((2S)-1-hydroxy-3-(2-oxopyrrolidin-3-yl)propan-2-yl) amino)-4-methyl-1-oxopentan-2-yl)carbamate OC[C@H](CC1C(NCC1)=O)NC([C@H](CC(C)C)NC(OC)=O)=O